FC1=CC=C(C=C1)[C@@H]1N(CCOC1=O)CC1=CC=CC=C1 (S)-3-(4-fluorophenyl)-4-benzyl-2-morpholinone